2-(3-methoxyphenyl)-3-phenoxyquinoline COC=1C=C(C=CC1)C1=NC2=CC=CC=C2C=C1OC1=CC=CC=C1